COC(=O)C=1SC=C(C1NC(C(=O)OC)CC)[N+](=O)[O-] ((1-methoxy-1-oxobutan-2-yl)amino)-4-nitrothiophene-2-carboxylic acid methyl ester